N-(4-((4-(4-chloro-6-cyanopyrimidin-2-yl)piperazin-1-yl)sulfonyl)phenyl)-2-methyl-5-(N-methylmethylsulfonamido)thiazole-4-carboxamide ClC1=NC(=NC(=C1)C#N)N1CCN(CC1)S(=O)(=O)C1=CC=C(C=C1)NC(=O)C=1N=C(SC1N(S(=O)(=O)C)C)C